C(CCCOCC(=O)N)(COCC(=O)N)=COCC(=O)N propylidenediyl-tris(3-oxabutanamide)